C1(CC1)C1=CC=CC(=N1)CN1N=NC(=C1)C1=NC(=NC2=C(C=CC=C12)OC)N 4-{1-[(6-cyclopropylpyridin-2-yl)methyl]-1H-1,2,3-triazol-4-yl}-8-methoxyquinazolin-2-amine